3-[[3-[4-[3-[5-[[tert-butoxycarbonyl(methyl)amino]methyl]-6-methoxy-2-pyridyl]-2-chloro-phenyl]-3-chloro-2-pyridyl]-5-methoxy-phenyl]methylamino]bicyclo[1.1.1]pentane-1-carboxylic acid C(C)(C)(C)OC(=O)N(C)CC=1C=CC(=NC1OC)C=1C(=C(C=CC1)C1=C(C(=NC=C1)C=1C=C(C=C(C1)OC)CNC12CC(C1)(C2)C(=O)O)Cl)Cl